C(C)OC(=O)C=1C=NN(C1)C1CCC(CC1)(F)F 1-(4,4-difluorocyclohexyl)-1H-pyrazole-4-carboxylic acid ethyl ester